C(C)(C)(C)C1=CC=C(C=C1)/C=C(/C=C(C#N)C#N)\C 2-[(2E)-3-(4-tert-Butylphenyl)-2-methylprop-2-enylidene]malononitrile